(1r,2'S,4S)-4-(3-chloroanilino)-2'-[(2R)-3-{[(5R,8R)-5-ethyl-8-fluoro-5,6,7,8-tetrahydroquinolin-4-yl]oxy}-2-methylpropyl]-2',3'-dihydrospiro[cyclohexane-1,1'-indene]-4-carboxylic acid ClC=1C=C(NC2(CCC3([C@H](CC4=CC=CC=C34)C[C@H](COC3=CC=NC=4[C@@H](CC[C@H](C34)CC)F)C)CC2)C(=O)O)C=CC1